2-(7-chlorophthalazin-1-yl)-N-(6-(((6-cyclopropylimidazo[1,2-a]pyridin-2-yl)methyl)amino)pyrimidin-4-yl)acetamide ClC1=CC=C2C=NN=C(C2=C1)CC(=O)NC1=NC=NC(=C1)NCC=1N=C2N(C=C(C=C2)C2CC2)C1